2-cyclopropyl-1-ethyl-5-iodo-1,3-benzodiazole C1(CC1)C1=NC2=C(N1CC)C=CC(=C2)I